N1(CC=CC1)N1C=C(C=CC1=O)[C@@H]1OCC[C@@H](C1)C(=O)OC methyl (2R,4S)-2-[1-(2,5-dihydropyrrol-1-yl)-6-oxo-3-pyridyl]tetrahydropyran-4-carboxylate